4-amino-7-chloro-N-ethyl-N-((1R)-1-(5-(trifluoromethyl)-2-pyridinyl)ethyl)-1,3-dihydrofuro[3,4-c]quinoline-8-carboxamide NC1=NC=2C=C(C(=CC2C2=C1COC2)C(=O)N([C@H](C)C2=NC=C(C=C2)C(F)(F)F)CC)Cl